C[Si](C#CC1=CSC2=CN=NC(=C21)C=C)(C)C trimethyl-[2-(4-vinylthieno[2,3-d]pyridazin-3-yl)ethynyl]silane